ClC=1C=C2C(=C3C4(NC(NC13)=O)CCCCC4)OC(=C2)CN2CC(CCC2)O 5'-chloro-2'-[(3-hydroxypiperidin-1-yl)methyl]-7',8'-dihydro-6'H-spiro[cyclohexane-1,9'-furo[2,3-f]quinazoline]-7'-one